3-[4-[[6-(4-bromophenyl)sulfanyl-5-chloro-benzotriazol-1-yl]methyl]phenyl]-5-(trifluoromethyl)-1,2,4-oxadiazole BrC1=CC=C(C=C1)SC=1C(=CC2=C(N(N=N2)CC2=CC=C(C=C2)C2=NOC(=N2)C(F)(F)F)C1)Cl